BrC1=CC(=C(C=C1)N1C(NCCC1(C)C)=O)[N+](=O)[O-] 1-(4-bromo-2-nitrophenyl)-6,6-dimethyltetrahydropyrimidin-2(1H)-one